OC1(CC2C=C(CC2C1)B1OC(C(O1)(C)C)(C)C)C#CC(=O)OC methyl 3-(2-hydroxy-5-(4,4,5,5-tetramethyl-1,3,2-dioxaborolan-2-yl)-1,2,3,3a,4,6a-hexahydropentalen-2-yl)propiolate